ClC1=CC(=[N+](C=C1C1=C(C(=CC=C1N1N=NN=C1)Cl)F)[O-])[C@@H](CC1CC1)N1N=CC(=C1)C=1N(N=NC1)C |o1:21| 4-Chloro-5-(3-chloro-2-fluoro-6-(1H-tetrazol-1-yl)phenyl)-2-((R*)-2-cyclopropyl-1-(4-(3-methyl-3H-1,2,3-triazol-4-yl)-1H-pyrazol-1-yl)ethyl)pyridine 1-oxide